5-(3-(trifluoromethoxy)phenyl)-N-(3-(2-propoxy)-1,2,4-thiadiazol-5-yl)furan-3-carboxamide FC(OC=1C=C(C=CC1)C1=CC(=CO1)C(=O)NC1=NC(=NS1)OC(C)C)(F)F